N-(2-(4,4-difluorocyclohexyl)-4-(2,5-difluorophenyl)pyridin-3-yl)-3-isopropoxyisoxazole-5-carboxamide FC1(CCC(CC1)C1=NC=CC(=C1NC(=O)C1=CC(=NO1)OC(C)C)C1=C(C=CC(=C1)F)F)F